NCCC[Si](OCC)(OCC)C (3-aminopropyl)methyl-diethoxysilane